tris(3-hexyne) tungsten [W].CCC#CCC.CCC#CCC.CCC#CCC